C1(=CC=CC=C1)C(C)[N+](=O)[O-] 1-phenylnitroethane